C(C)(C)(C)OC(=O)N[C@H](C(=O)OC)CC1=CC=C(C=C1)C=1C=NN(C1)C Methyl (S)-2-((tert-butoxycarbonyl)amino)-3-(4-(1-methyl-1H-pyrazol-4-yl)phenyl)propanoate